5-n-butoxy-3,4-dibromo-2(5H)furanone C(CCC)OC1C(=C(C(O1)=O)Br)Br